2-isopropyl-5-methoxy-1-methyl-1H-benzo[g]indazol-3(2H)-one C(C)(C)N1N(C2=C3C(=C(C=C2C1=O)OC)C=CC=C3)C